C1(CC1)N1N=C(C2=C1C(N(N=C2C)CC(=O)N[C@@H](C)C2=C(C=C(C=C2)C)F)=O)C (S)-2-(1-Cyclopropyl-3,4-dimethyl-7-oxo-1,7-dihydro-6H-pyrazolo[3,4-d]pyridazin-6-yl)-N-(1-(2-fluoro-4-methylphenyl)ethyl)acetamid